4-(4-chloro-5-methyl-1,2-oxazol-3-yl)-N-{2-chloro-6-[4-(propan-2-yl)piperazin-1-yl]phenyl}-4-methylpiperidine-1-carboxamide ClC=1C(=NOC1C)C1(CCN(CC1)C(=O)NC1=C(C=CC=C1N1CCN(CC1)C(C)C)Cl)C